OC1=C(OC2=CC(=CC(=C2C1=O)O)O)C1=CC(=C(C=C1)O)O 3,5,7,3',4'-penta-hydroxyl-flavone